tert-Butyl 2-(1-benzyl-3-(2,6-difluorophenyl)piperidin-3-yl)acetate C(C1=CC=CC=C1)N1CC(CCC1)(C1=C(C=CC=C1F)F)CC(=O)OC(C)(C)C